COCC=1C=C2C=C(NC2=C(C1)NC1N(CCCC1)C(=O)O)C1=CC=CC=C1.CC=1C(C(C=C(C1CC1=CC(=C(C(=C1)C(C)(C)C)O)C(C)(C)C)C)(CC1=CC(=C(C(=C1)C(C)(C)C)O)C(C)(C)C)C)CC1=CC(=C(C(=C1)C(C)(C)C)O)C(C)(C)C 1,3,5-Trimethyl-2,3,6-tris-(3,5-di-tert-butyl-4-hydroxybenzyl)benzene [5-(methoxymethyl)-2-phenyl-1H-indol-7-yl]amino-piperidine-1-carboxylate